C(#N)C1=CC(=C(OC2=CC=C(O[C@@H](C(=O)O)C)C=C2)C=C1)F (2R)-2-[4-(4-cyano-2-fluorophenoxy)phenoxy]propionic acid